(2-chlorophenyl)-N-((1r,3r)-3-(4-cyclopropylpiperazin-1-yl)cyclobutyl)-3-methyl-1H-thieno[2,3-c]pyrazole-5-carboxamide ClC1=C(C=CC=C1)N1N=C(C2=C1SC(=C2)C(=O)NC2CC(C2)N2CCN(CC2)C2CC2)C